(pyrazin-2-yl)hex-5-yn-1-ol methyl-4-bromo-2-(1-cyanocyclopropyl)-3-fluorobenzoate CC=1C(=C(C(=C(C(=O)OC(CCCC#C)C2=NC=CN=C2)C1)C1(CC1)C#N)F)Br